IC1=CC=C(C=C1)CO (4-iodophenyl)methanol